3-cyclohexyl-Citronellal C1CC(CCC1)C\C(\C)=C/CCC(C)CC=O